BrC=1C=C(C=2N(C1)C=C(N2)C)OC2=C(C=CC=C2)C 6-bromo-2-methyl-8-(2-methylphenoxy)imidazo[1,2-a]pyridine